ClC=1C=C2C(=NC1OC)C(=C(N2C)C2=NN=C(N2)[C@H](COC)OC)N2C=NC=C2 (R)-6-chloro-2-(5-(1,2-dimeth-oxyethyl)-4H-1,2,4-triazol-3-yl)-3-(1H-imidazol-1-yl)-5-methoxy-1-methyl-1H-pyrrolo-[3,2-b]pyridine